C(C)(C)(C)OC(=O)N1CCN(CC1)C1=C(C(=NC2=C(C=CC=C12)OC1=C(C=CC=2NC=NC21)C)C2=C1CCN(CC1=CC=C2)C)C#N 4-(3-cyano-2-(2-methyl-1,2,3,4-tetrahydroisoquinolin-5-yl)-8-((5-methyl-1H-benzimidazol-4-yl)oxy)quinolin-4-yl)piperazine-1-carboxylic acid tert-butyl ester